COC(=O)C1CCC=2C(=CN=CC2C1=O)Br 4-bromo-8-oxo-5,6,7,8-tetrahydroisoquinoline-7-carboxylic acid methyl ester